methyl (2S)-2-[2-(tert-butoxycarbonylamino)ethylamino]-4-phenyl-butanoate C(C)(C)(C)OC(=O)NCCN[C@H](C(=O)OC)CCC1=CC=CC=C1